Tert-butyl 5-amino-4-(4-(2-(benzyloxy)-2-oxoethoxy)-1-oxoisoindolin-2-yl)-5-oxopentanoate NC(C(CCC(=O)OC(C)(C)C)N1C(C2=CC=CC(=C2C1)OCC(=O)OCC1=CC=CC=C1)=O)=O